N-{2-fluoro-3-[6-oxo-4-(trifluoromethyl)-1,6-dihydropyrimidin-2-yl]-4-(trifluoromethyl)benzyl}-2-(trifluoromethyl)benzenesulfonamide FC1=C(CNS(=O)(=O)C2=C(C=CC=C2)C(F)(F)F)C=CC(=C1C=1NC(C=C(N1)C(F)(F)F)=O)C(F)(F)F